Methyl-3-(allyloxy)-4-iodobenzoate COC(C1=CC(=C(C=C1)I)OCC=C)=O